5-((6-Amino-3-methyl-2-oxo-2,3-dihydro-1H-benzo[d]imidazol-1-yl)methyl)oxazolidin-2-one NC=1C=CC2=C(N(C(N2C)=O)CC2CNC(O2)=O)C1